(1R,2S,3R,5R)-3-(4-amino-2-chloro-5-phenyl-7H-pyrrolo[2,3-d]pyrimidin-7-yl)-5-((ethyl(3-((4-fluorophenethyl)amino)propyl)amino)methyl)cyclopentane-1,2-diol NC=1C2=C(N=C(N1)Cl)N(C=C2C2=CC=CC=C2)[C@H]2[C@@H]([C@@H]([C@H](C2)CN(CCCNCCC2=CC=C(C=C2)F)CC)O)O